C(C)N1C([C@@H](CC1)C1=CC=2C(=NC=CC2NC=2C(=CC3=C(N=CS3)C2)F)S1)(C)C (R)-N-(2-(1-ethyl-2,2-dimethylpyrrolidin-3-yl)thieno[2,3-b]pyridin-4-yl)-6-fluorobenzo[d]thiazol-5-amine